(2R,3S,4S)-4-hydroxy-2-[(4-methoxyphenyl)methyl]pyrrolidin-3-yl N-{2-[(3S)-2,5-dioxo-1,4,9-triazaspiro[5.5]undecan-3-yl]ethyl}carbamate O=C1NC2(C(N[C@H]1CCNC(O[C@H]1[C@H](NC[C@@H]1O)CC1=CC=C(C=C1)OC)=O)=O)CCNCC2